(S)-2-(methoxymethyl)-2-methyl-4-(methyl-d3)-1,2,4,7-tetrahydro-3H-pyrrolo[3',2':5,6]pyrido[3,4-b]pyrazin-3-one COC[C@@]1(NC2=C(N(C1=O)C([2H])([2H])[2H])C=NC1=C2C=CN1)C